4-Chloro-2-(trifluoromethyl)quinoline-6-carbonitrile ClC1=CC(=NC2=CC=C(C=C12)C#N)C(F)(F)F